FC=1C(=CC(=NC1)N1CCC(CC1)CN1CCN(CC1)C(=O)OC(C)(C)C)C1=NN(C2=CC=C(C=C12)OC1(CC1)C)COCC[Si](C)(C)C tert-butyl 4-[[1-[5-fluoro-4-[5-(1-methylcyclopropoxy)-1-(2-trimethylsilylethoxymethyl)indazol-3-yl]-2-pyridyl]-4-piperidyl]methyl]piperazine-1-carboxylate